(R)-7-chloro-1-methyl-N-(1-methylpiperidin-3-yl)-1H-pyrrolo[2,3-d]pyridazin-4-amine ClC=1N=NC(=C2C1N(C=C2)C)N[C@H]2CN(CCC2)C